5-(2-fluoro-4-nitrophenoxy)-1,3-dimethylpyrazole FC1=C(OC2=CC(=NN2C)C)C=CC(=C1)[N+](=O)[O-]